BrC1=C(C=CC=C1)C(C(C(=O)[O-])(C(=O)[O-])O)SC\C=C\C(=O)OCC (E)-2-((2-bromophenyl) ((4-ethoxy-4-oxobut-2-en-1-yl) thio) methyl)-2-hydroxymalonate